N-butyl-2-(5-(4-chlorophenyl)thiophen-2-yl)acetamide C(CCC)NC(CC=1SC(=CC1)C1=CC=C(C=C1)Cl)=O